COC1=CC=C(C=C1)C1=NNC(=C1)C(=O)N1[C@@H](CCCC1)COC=1C=C2CN(C(C2=CC1)=O)C1C(NC(CC1)=O)=O 3-(5-(((S)-1-(3-(4-methoxyphenyl)-1H-pyrazole-5-carbonyl)piperidin-2-yl)methoxy)-1-oxoisoindolin-2-yl)piperidine-2,6-dione